tetrabutyl-ammonium diacetate C(C)(=O)[O-].C(C)(=O)[O-].C(CCC)[N+](CCCC)(CCCC)CCCC.C(CCC)[N+](CCCC)(CCCC)CCCC